BrC=1C=CC(=C(C1)\C=C/C(\C=C\C1=C(C=CC(=C1)Br)O)=O)O (1Z,4E)-1,5-bis(5-bromo-2-hydroxyphenyl)penta-1,4-dien-3-one